2,6-bis(trichloromethyl)-1,3,5-triazine ClC(C1=NC(=NC=N1)C(Cl)(Cl)Cl)(Cl)Cl